N-(2-((1S,4S)-5-ethyl-2,5-diazabicyclo[2.2.1]heptane-2-yl)-4-methoxy-5-((6-((R)-3-(6-methylpyridine-3-yl)isoxazolidine-2-yl)pyrimidine-4-yl)amino)phenyl)acrylamide C(C)N1[C@@H]2CN([C@H](C1)C2)C2=C(C=C(C(=C2)OC)NC2=NC=NC(=C2)N2OCC[C@@H]2C=2C=NC(=CC2)C)NC(C=C)=O